tri-tert-butylmethylphosphonium tetrabutyl-borate C(CCC)[B-](CCCC)(CCCC)CCCC.C(C)(C)(C)[P+](C)(C(C)(C)C)C(C)(C)C